C(C)N(CC)C=1C(=C(C(=O)O)C=CC1)N(CC)CC bis(diethylamino)benzoic acid